cyclohexyloxymethyl-methacrylate C1(CCCCC1)OCOC(C(=C)C)=O